5-(2,3-difluorophenyl)-3-((2-methoxypropyl)amino)-4H-benzo[e][1,2,4]thiadiazine 1,1-dioxide FC1=C(C=CC=C1F)C1=CC=CC2=C1NC(=NS2(=O)=O)NCC(C)OC